2-methylpropane-2-Sulfenamide CC(C)(C)SN